Methyl-(S)-6-(1-(4-chlorobenzoylamino)-2-methylpropyl)-5-fluoronicotinic acid CC1=C(C(=O)O)C=C(C(=N1)[C@H](C(C)C)NC(C1=CC=C(C=C1)Cl)=O)F